Ethyl (E)-4-((4-fluoro-3-methylphenyl) (methyl) amino)-4-oxobut-2-enoate FC1=C(C=C(C=C1)N(C(/C=C/C(=O)OCC)=O)C)C